FC1=C(C(=NN1C1=CC=C(C=C1)C(C)(C)C)C(F)(F)F)C1=CC=CC=C1 5-fluoro-4-phenyl-1-(4-tert-butylphenyl)-3-trifluoromethyl-1H-pyrazole